F[C@@H]1[C@H](N(C(C1)=O)C1=NC(=CC(=C1)C(F)(F)F)C)C(=O)N(C=1C=C(C=CC1)C)C (2R,3S)-3-fluoro-N-methyl-1-(6-methyl-4-(trifluoromethyl)pyridin-2-yl)-5-oxo-N-(m-tolyl)pyrrolidine-2-carboxamide